(2S,5S,13S)-13-acetamido-N-((S)-1-(benzo[d]thiazol-2-yl)-5-guanidino-1-oxopentan-2-yl)-2-isobutyl-3,7,14-trioxo-1,4,8-triazacyclotetradecane-5-carboxamide C(C)(=O)N[C@H]1CCCCNC(C[C@H](NC([C@@H](NC1=O)CC(C)C)=O)C(=O)N[C@H](C(=O)C=1SC2=C(N1)C=CC=C2)CCCNC(=N)N)=O